5-chloro-4-(3-((dimethylamino)methyl)-3-methoxycyclopentyl)-2-fluoro-N-(6-fluoropyridin-2-yl)-N-(4-methoxybenzyl)benzenesulfonamide ClC=1C(=CC(=C(C1)S(=O)(=O)N(CC1=CC=C(C=C1)OC)C1=NC(=CC=C1)F)F)C1CC(CC1)(OC)CN(C)C